C(CCC)[Si](O[Si](C)(C)C)(C)CCCC 1,1-dibutyl-1,3,3,3-tetramethyldisiloxane